C(C)(C)(C)OC(=O)N1C(CNCC1)C1C(C(C1)C1=CC=CC=2N(C(N(C21)C)=O)C2C(N(C(CC2)=O)CC2=CC=C(C=C2)OC)=O)=O [3-[1-[1-[(4-methoxyphenyl)methyl]-2,6-dioxo-3-piperidinyl]-3-methyl-2-oxo-benzoimidazol-4-yl]oxocyclobutyl]piperazine-1-carboxylic acid tert-butyl ester